C1(=CC=CC=C1)COC=1C=CC=C2C=C(N(C12)CC1CC1)C=O 7-(phenylmethyloxy)-1-(cyclopropylmethyl)-1H-indole-2-carbaldehyde